ClC1=C(C=CC(=C1)Cl)C1=CC(=C(C=C1)C(=O)OC)N1C(C2=CC(=C(C=C2C1=O)C(N=S(=O)(C)C)=O)O)=O Methyl 2',4'-dichloro-3-(5-((dimethyl(oxo)-λ6-sulfanylidene)carbamoyl)-6-hydroxy-1,3-dioxoisoindolin-2-yl)-[1,1'-biphenyl]-4-carboxylate